OC(CC1=NSC(=N1)NC(=O)C1=C(OC(=C1)C1=CC(=CC=C1)C(F)(F)F)C(F)(F)F)C N-(3-(2-hydroxypropyl)-1,2,4-thiadiazol-5-yl)-2-(trifluoromethyl)-5-(3-(trifluoromethyl)phenyl)furan-3-carboxamide